4-(2-(((4-oxo-3,4-dihydro-phthalazin-1-yl)amino)ethyl)phenyl)cyclohexanecarboxamide O=C1NN=C(C2=CC=CC=C12)NCCC1=C(C=CC=C1)C1CCC(CC1)C(=O)N